(E)-3-(4-methoxyphenyl)-1-phenylpropan-2-en-1-one COC1=CC=C(C=C1)/C=C/C(=O)C1=CC=CC=C1